(azetidin-1-yl)piperidine N1(CCC1)N1CCCCC1